CNC1=NC2=CC(=CC=C2C=C1)OCC=1C(C(CC1)O)O 3-(((2-(methylamino)quinolin-7-yl)oxy)methyl)cyclopent-3-ene-1,2-diol